(1R,3S,5R)-2-tert-Butyl 3-ethyl 5-(((R)-3,7-dimethyloct-6-enamido) methyl)-2-azabicyclo[3.1.0]hexane-2,3-dicarboxylate C[C@@H](CC(=O)NC[C@]12C[C@H](N([C@@H]2C1)C(=O)OC(C)(C)C)C(=O)OCC)CCC=C(C)C